2-(1,3-bis(4-Methoxybenzyl)-1H-1,2,4-triazol-5-yl)morpholin COC1=CC=C(CN2N=C(N=C2C2CNCCO2)CC2=CC=C(C=C2)OC)C=C1